2-(4-(4,4,5,5-tetramethyl-1,3,2-dioxaborolan-2-yl)phenyl)pyrimidin CC1(OB(OC1(C)C)C1=CC=C(C=C1)C1=NC=CC=N1)C